C(C1=CC=CC=C1)OC1=C(C=C(C=C1)B1OC(C(O1)(C)C)(C)C)F 2-(4-(benzyloxy)-3-fluorophenyl)-4,4,5,5-tetramethyl-1,3,2-dioxaborolane